OC(C(C(=O)O)(C)C)CCCCC(CCCCCC(C(=O)O)(C)C)[2H] hydroxy-2,2,14,14-tetramethylpentadecanedioic acid-8-d